[H-].[Na+].C(CCCCCCCCCCCCCCCCC)OC[C@H](CO[Si](C(C)C)(C(C)C)C(C)C)OC1=CC=C(N=N1)C#N (R)-6-((1-(octadecyloxy)-3-((triisopropylsilyl)oxy)propan-2-yl)oxy)pyridazine-3-carbonitrile Sodium hydride